6-Chloro-7-(2-fluoro-6-methoxyphenyl)-1-(2-isopropylphenyl)quinazoline-2,4(1H,3H)-dione ClC=1C=C2C(NC(N(C2=CC1C1=C(C=CC=C1OC)F)C1=C(C=CC=C1)C(C)C)=O)=O